1-(tert-butyl) 3-ethyl (3R,4S)-4-(((S)-1-phenylethyl)amino)piperidine-1,3-dicarboxylate C1(=CC=CC=C1)[C@H](C)N[C@@H]1[C@@H](CN(CC1)C(=O)OC(C)(C)C)C(=O)OCC